C1=CC=CC=2C3=CC=CC=C3C(C12)COC(=O)NCCN(CC(=O)O)C N-(2-((((9H-fluoren-9-yl)methoxy)carbonyl)amino)ethyl)-N-methylglycine